4-(((1S,3R)-3-aminocyclohexyl)amino)-6-chloro-2-(2,2,2-trifluoroethyl)phthalazin-1(2H)-one hydrochloride Cl.N[C@H]1C[C@H](CCC1)NC1=NN(C(C2=CC=C(C=C12)Cl)=O)CC(F)(F)F